C(=O)(O)C(O)C(O)C(=O)O.C(N)(OCC(CC1=CC=CC=C1)N)=O 2-amino-3-phenylpropyl carbamate tartrate salt